2-(6-(1-(2-fluoro-5-(trifluoromethoxy)benzyl)-1H-pyrazol-3-yl)pyridin-2-yl)-2-hydroxy-N,N-bis(4-methoxybenzyl)ethane-1-sulfonamide FC1=C(CN2N=C(C=C2)C2=CC=CC(=N2)C(CS(=O)(=O)N(CC2=CC=C(C=C2)OC)CC2=CC=C(C=C2)OC)O)C=C(C=C1)OC(F)(F)F